C1(CC1)C=1C(=CC(=C(C1)C=1N=C2SC3=C(N2C1)C=CC(=C3)C(=O)NCCCN3CCC(CC3)F)F)[C@H]3NCCC3 (S)-2-(5-cyclopropyl-2-fluoro-4-(pyrrolidin-2-yl)phenyl)-N-(3-(4-fluoropiperidin-1-yl)propyl)benzo[d]imidazo[2,1-b]thiazole-7-carboxamide